FC=1C=C(C=CC1)CN1C(CCC1=O)CC(=O)OCCSC1=CC=CC=C1 2-phenylsulfanylethyl 2-[1-[(3-fluorophenyl)methyl]-5-oxopyrrolidin-2-yl]acetate